FC1=CC=C(C2=NON=C21)N 4-fluoro-2,1,3-benzooxadiazol-7-amine